C(#N)C1=CC=C(C2=C1OCO2)[C@@H]2C(=C(NC1=C(C=NC(=C21)OCC)C)C)C(=O)N (S)-4-(7-cyanobenzo[d][1,3]dioxol-4-yl)-5-ethoxy-2,8-dimethyl-1,4-Dihydro-1,6-naphthyridine-3-carboxamide